C(C)(C)(C)OC(=O)N(C1=CC(=C(C(=O)O)C=C1)C)C 4-((tert-butoxycarbonyl)(methyl)amino)-2-methylbenzoic acid